2-[6-(2,5-dichloropyrimidin-4-yl)-1-oxo-2,3-dihydro-1H-isoindol-2-yl]acetic acid ClC1=NC=C(C(=N1)C1=CC=C2CN(C(C2=C1)=O)CC(=O)O)Cl